9-(4'-naphthalen-2-yl-[1,1']biphenyl-4-yl)-3,6-di-quinolin-3-yl-9H-carbazole C1=C(C=CC2=CC=CC=C12)C1=CC=C(C=C1)C1=CC=C(C=C1)N1C2=CC=C(C=C2C=2C=C(C=CC12)C=1C=NC2=CC=CC=C2C1)C=1C=NC2=CC=CC=C2C1